FC1(CC(C1)NC1CC(N(CC1)CC1=C2C=CNC2=C(C=C1OC)C)C1=CC=C(C(=O)O)C=C1)F 4-(4-((3,3-difluorocyclobutyl)amino)-1-((5-methoxy-7-methyl-1H-indol-4-yl)methyl)piperidin-2-yl)benzoic acid